ClC1=CC(=C(C=C1)C#CC1=C(N)C=CC(=C1)F)C(=C)OC 2-((4-chloro-2-(1-methoxyvinyl)phenyl)ethynyl)-4-fluoroaniline